(S)-2-cyclopentyl-N-((1-isopropylpyrrolidin-2-yl)methyl)-10-methyl-1-oxo-1,2-dihydropyrazino[1,2-a]indole-4-carboxamide C1(CCCC1)N1C(C=2N(C=3C=CC=CC3C2C)C(=C1)C(=O)NC[C@H]1N(CCC1)C(C)C)=O